NC1=NC=C(C2=C1C=NN2COCC[Si](C)(C)C)NC(=O)C(=O)N(CC2=NC=C(C=C2)C)CC2=CC=CC=C2 N-[4-amino-1-(2-trimethylsilylethoxymethyl)pyrazolo[4,3-c]pyridin-7-yl]-N'-benzyl-N'-[(5-methyl-2-pyridyl)methyl]oxamide